rac-tert-butyl (1S,5R)-1-methyl-3-oxo-8-azabicyclo[3.2.1]octane-8-carboxylate C[C@@]12CC(C[C@@H](CC1)N2C(=O)OC(C)(C)C)=O |r|